ONC(\C=C\C1=C(C=CC=C1)N1CCN(CC1)C(=O)C1CN(C1)C)=O (E)-N-hydroxy-3-(2-(4-(1-methylazetidine-3-carbonyl)piperazin-1-yl)phenyl)acrylamide